CC1=C(C=CC(=C1)C)NC1=CC=C(C=C1)C (2,4-dimethylphenyl)(4'-methylphenyl)amine